4-iodobenzene-1,2-dicarboxylic acid IC=1C=C(C(=CC1)C(=O)O)C(=O)O